9-[(2R,4S,5R)-4-[(tert-butyldimethylsilyl)oxy]-5-[[(tert-butyldiphenylsilyl)oxy]methyl]-5-(chloromethyl)oxolan-2-yl]-2-fluoropurin-6-amine [Si](C)(C)(C(C)(C)C)O[C@H]1C[C@@H](O[C@]1(CCl)CO[Si](C1=CC=CC=C1)(C1=CC=CC=C1)C(C)(C)C)N1C2=NC(=NC(=C2N=C1)N)F